[O].C(CCCC)(O)O pentanediol oxygen